1-(2-cyclopropylphenyl)-2-oxo-7-(trifluoromethyl)-1,2-dihydroquinoline-3-carboxylate C1(CC1)C1=C(C=CC=C1)N1C(C(=CC2=CC=C(C=C12)C(F)(F)F)C(=O)[O-])=O